CC=1C(=C(C(=O)OCC2=C3C=CC=NC3=C(C=C2CN)C2=CC=C(C=C2)OC(F)(F)F)C=CC1Br)C1=CC(=NC=C1OC)C(F)F [6-(Aminomethyl)-8-[4-(trifluoromethoxy)phenyl]-5-quinolinyl]methanol methyl-4-bromo-2-(2-(difluoromethyl)-5-methoxypyridin-4-yl)benzoate